ClC=1N=C(N2N=C(N=CC21)NC2C(COCC2)O)C21C(C(C2)C1)C 4-[(5-chloro-7-{2-methylbicyclo[1.1.1]pentan-1-yl}imidazo[4,3-f][1,2,4]triazin-2-yl)amino]oxan-3-ol